CC(C)(CC)OC(=O)C1C2C3C4C=CC(C3C(C1)C2)C4 8-(2-methyl-2-butoxycarbonyl)-tetracyclo[4.4.0.12,5.17,10]-3-dodecene